[Si](C)(C)(C(C)(C)C)OOC=1C=C(C(=O)O)C=C(C1OO[Si](C)(C)C(C)(C)C)OO[Si](C)(C)C(C)(C)C 3,4,5-tris((tert-butyldimethylsilyloxy)oxy)benzoic acid